trans-4-((4-(2-Iso-propyloxazol-4-yl)-pyridine-2-yl)((trans-4-(5-methoxy-6-methylpyridin-2-yl)-cyclohexyl)methyl)-carbamoyl)cyclohexyl methylcarbamate CNC(O[C@@H]1CC[C@H](CC1)C(N(C[C@@H]1CC[C@H](CC1)C1=NC(=C(C=C1)OC)C)C1=NC=CC(=C1)C=1N=C(OC1)C(C)C)=O)=O